ClC=1C=C(CN(C=2C3=C(N=CN2)NC(=C3)C3=CC=C(C=C3)CN3CCOCC3)C)C=CC1 N-(3-Chlorobenzyl)-N-methyl-6-(4-(morpholinomethyl)phenyl)-7H-pyrrolo[2,3-d]pyrimidin-4-amine